[2-[(6-piperazin-1-ylpyridazin-3-yl)amino]-8-piperidin-1-ylpyrido[3,4-d]pyrimidin-6-yl]methanol tungsten-vanadium tin antimony [Sb].[Sn].[V].[W].N1(CCNCC1)C1=CC=C(N=N1)NC=1N=CC2=C(N1)C(=NC(=C2)CO)N2CCCCC2